bis(3-aminopropyldimethylsilyl)benzene tert-butyl-(3R)-3-(hydroxymethyl)pyrrolidine-1-carboxylate C(C)(C)(C)OC(=O)N1C[C@@H](CC1)CO.NCCC[Si](C)(C)C1=C(C=CC=C1)[Si](CCCN)(C)C